N1(CCCC1)CC1(CC1)CNC(=O)C1=CC2=C(S1)CCCCCC2 N-[[1-(pyrrolidin-1-ylmethyl)cyclopropyl]methyl]-4,5,6,7,8,9-hexahydrocycloocta[b]thiophene-2-carboxamide